NCCCC[C@@H](C(=O)NCCCC[C@@H](C(=O)OC(C1=CC=CC=C1)(C1=CC=CC=C1)C1=C(C=CC=C1)Cl)NC(=O)OCC1=CC=CC=C1)NC(=O)OC(C)(C)C [(2-chlorophenyl)diphenylmethyl] (2S)-6-[[(2S)-6-amino-2-(tert-butoxycarbonylamino)hexanoyl]amino]-2-(benzyloxycarbonylamino)hexanoate